ClCC1=CC=C(CN2CCC(CC2)CC=2C=CC(=NC2)NC2=NC=C(C(=N2)C=2C=C(C3=C(N(C(=N3)C)C(C)C)C2)F)F)C=C1 N-(5-((1-(4-(chloromethyl)benzyl)piperidin-4-yl)methyl)pyridin-2-yl)-5-fluoro-4-(4-fluoro-1-isopropyl-2-methyl-1H-benzo[d]imidazol-6-yl)pyrimidin-2-amine